C1(CC2C(CC1)O2)COC(CCCCC(=O)OCC2CC1C(CC2)O1)=O bis(3,4-epoxycyclohexylmethyl)adipate